Naphthalene-1,5-diboronic acid C1(=CC=CC=2C(=CC=CC12)B(O)O)B(O)O